(2S,4S)-tert-butyl 2-(aminomethyl)-2-(4-bromobenzyl)-4-hydroxypyrrolidine-1-carboxylate NC[C@]1(N(C[C@H](C1)O)C(=O)OC(C)(C)C)CC1=CC=C(C=C1)Br